(R)-2-(5-((1-(2-(2-Fluorophenyl)oxazol-4-yl)ethyl)amino)-6-oxo-2-(piperidin-1-yl)pyrimidin-1(6H)-yl)-N-((1-(phenylsulfonyl)-1H-pyrrolo[3,2-c]pyridine-2-yl)methyl)acetamide FC1=C(C=CC=C1)C=1OC=C(N1)[C@@H](C)NC1=CN=C(N(C1=O)CC(=O)NCC1=CC=2C=NC=CC2N1S(=O)(=O)C1=CC=CC=C1)N1CCCCC1